NC1=NC(=CC(=N1)N1CCC2(C[C@H](NC2)C(=O)O)CC1)O[C@@H](C(F)(F)F)C1=CC=C(C=C1)C=1C=C2C=CC(N(C2=CC1)C)=O (S)-8-(2-amino-6-((R)-2,2,2-trifluoro-1-(4-(1-methyl-2-oxo-1,2-dihydroquinolin-6-yl)phenyl)ethoxy)pyrimidin-4-yl)-2,8-diazaspiro[4.5]decane-3-carboxylic acid